(S)-2-(difluoromethyl)-4-(3-((difluoromethyl)sulfonyl)-5,5-difluoro-4-hydroxy-4,5,6,7-tetrahydro-1H-indol-1-yl)benzonitrile FC(C1=C(C#N)C=CC(=C1)N1C=C(C=2[C@@H](C(CCC12)(F)F)O)S(=O)(=O)C(F)F)F